C(C)(C)(C)OOC1(CC(=C(C=C1)C(C)C)C(C)C)OOC(C)(C)C 4,4-bis(t-butylperoxy)diisopropylbenzene